3-bromo-N-(3'-(difluoromethoxy)-4,5'-difluoro-[1,1'-biphenyl]-3-yl)benzenesulfonamide BrC=1C=C(C=CC1)S(=O)(=O)NC=1C=C(C=CC1F)C1=CC(=CC(=C1)F)OC(F)F